5-(2-chloro-5-(isobutyrylaminomethyl)benzoylamino)-1-(ethoxymethyl)-1H-indole-2-carboxylic acid ClC1=C(C(=O)NC=2C=C3C=C(N(C3=CC2)COCC)C(=O)O)C=C(C=C1)CNC(C(C)C)=O